(S)-4-cyclopentyloxazolidine-2,5-dione C1(CCCC1)[C@@H]1NC(OC1=O)=O